ClC1=C(OC2=CC=CC3=C2NC(=NS3(=O)=O)NCC3=CC(=CC=C3)F)C=CC=C1 5-(2-chlorophenoxy)-3-((3-fluorobenzyl)amino)-4H-benzo[e][1,2,4]thiadiazine 1,1-dioxide